6-(thiazol-5-yl)-3H-imidazo[4,5-c]pyridine-4-carboxylic acid S1C=NC=C1C1=CC2=C(C(=N1)C(=O)O)NC=N2